N[C@@H](C(C)C)C(=O)OCCCC(=O)O 4-((valinyl)oxy)butanoic acid